methyl 1-((2-(trimethylsilyl) ethoxy) methyl)-1H-indole-6-carboxylate C[Si](CCOCN1C=CC2=CC=C(C=C12)C(=O)OC)(C)C